C(CCC)NC(C1=C(C=C(C(=C1)N1C(N(C(N(C1=O)C)=S)C)=O)F)Cl)=O N-butyl-2-chloro-5-(3,5-dimethyl-2,6-dioxo-4-thioxo-1,3,5-triazin-1-yl)-4-fluorobenzamide